2,3,4-trisnonylphenol C(CCCCCCCC)C1=C(C=CC(=C1CCCCCCCCC)CCCCCCCCC)O